FC1=C(C=C(C(=C1)C)C=1C=C(C=2N(C1)C=CN2)N2CCOCC2)NC(=O)C2CCCC2 N-(2-fluoro-4-methyl-5-(8-morpholinoimidazo[1,2-a]pyridin-6-yl)phenyl)cyclopentane-1-carboxamide